N-(4-(4-(benzo[d]thiazol-5-ylamino)quinolin-6-yl)-2-fluorophenyl)-2,6-difluorobenzenesulfonamide S1C=NC2=C1C=CC(=C2)NC2=CC=NC1=CC=C(C=C21)C2=CC(=C(C=C2)NS(=O)(=O)C2=C(C=CC=C2F)F)F